COC1=CC(=C(C(=O)O)C=C1)[Se]C1=NC(=CC(=N1)OC)OC 4-methoxy-2-((4,6-dimethoxy-pyrimidin-2-yl)seleno)benzoic acid